C(CC)P(CCCCCCC)CCCCCCC 1-propylbis-(1-heptyl)phosphine